S1C(=NC2=C1C=CC=C2)C2=CC=C(C=C2)B(O)O 4-(benzo[d]thiazol-2-yl)phenylboronic acid